N-(4-methoxycyclohexyl)-6-((5-methyl-3-(6-methylpyridin-3-yl)isoOxazol-4-yl)methoxy)pyridazine-3-carboxamide methyl-2-amino-3-(2-oxo-1-azaspiro[4.5]decan-3-yl)propanoate hydrochloride Cl.COC(C(CC1C(NC2(C1)CCCCC2)=O)N)=O.COC2CCC(CC2)NC(=O)C=2N=NC(=CC2)OCC=2C(=NOC2C)C=2C=NC(=CC2)C